Lithium 5-(8-(7-acetyl-3-(tetrahydro-2H-pyran-4-yl)-5,6,7,8-tetrahydroimidazo[1,5-a]pyrazin-1-yl)isoquinolin-3-yl)picolinate C(C)(=O)N1CC=2N(CC1)C(=NC2C=2C=CC=C1C=C(N=CC21)C=2C=CC(=NC2)C(=O)[O-])C2CCOCC2.[Li+]